cyclohexane-1,4-diylbis(methylene) dicarbamate C(N)(OCC1CCC(CC1)COC(N)=O)=O